4-methylpiperidine-1,3-dicarboxylic acid 1-tert-butyl 3-methyl ester COC(=O)C1CN(CCC1C)C(=O)OC(C)(C)C